4-ethyl-3-(methoxycarbonyl)-1,2,5-oxadiazol-2-ium-2-olate C(C)C=1C(=[N+](ON1)[O-])C(=O)OC